N-(3-(3-Cyanoimidazo[1,2-a]pyridin-6-yl)-6'-methyl-[2,2'-bipyridin]-4-yl)acetamid C(#N)C1=CN=C2N1C=C(C=C2)C=2C(=NC=CC2NC(C)=O)C2=NC(=CC=C2)C